N1CC(C1)C1=NC=C(C=C1)C1=C(C=C(C=C1)Cl)F 2-(azetidin-3-yl)-5-(4-chloro-2-fluoro-phenyl)pyridine